(2S,4S)-1-[(2S)-2-amino-3,3-dimethylbutanoyl]-4-hydroxy-N-{[4-(4-methyl-1,3-thiazol-5-yl)phenyl]methyl}pyrrolidine-2-carboxamide N[C@H](C(=O)N1[C@@H](C[C@@H](C1)O)C(=O)NCC1=CC=C(C=C1)C1=C(N=CS1)C)C(C)(C)C